1-pentadeca-fluorooctyl acrylate C(C=C)(=O)OCC(C(C(C(C(C(C(F)(F)F)(F)F)(F)F)(F)F)(F)F)(F)F)(F)F